4-(2-{[(4as,7ar)-1-methyl-octahydro-1H-cyclopenta[b]pyridin-4a-yl]methoxy}-4-[(1s,6r)-3,9-diazabicyclo[4.2.1]non-3-yl]-8-fluoroquinazolin-7-yl)-5-fluoronaphthalen-2-ol CN1[C@H]2[C@@](CCC1)(CCC2)COC2=NC1=C(C(=CC=C1C(=N2)N2C[C@@H]1CC[C@H](CC2)N1)C1=CC(=CC2=CC=CC(=C12)F)O)F